2-Cyclopropyl-6-(6-(((2-methoxyethyl)amino)methyl)-1-oxoisoindolin-2-yl)pyridin C1(CC1)C1=NC(=CC=C1)N1C(C2=CC(=CC=C2C1)CNCCOC)=O